ClC=1C(=NN(C1)C)C1=NC(=NC=C1C(F)(F)F)N[C@@H]1CC[C@H](CC1)N(C(OCC(F)F)=O)C1=NC=CC(=C1)C=1C=NC(=NC1)OC 2,2-difluoroethyl (trans-4-((4-(4-chloro-1-methyl-1H-pyrazol-3-yl)-5-(trifluoromethyl)pyrimidin-2-yl)amino)cyclohexyl)(4-(2-methoxypyrimidin-5-yl)pyridin-2-yl)carbamate